C(CCCCCCC)C(CCCCCCCC)OC(CCCCCCCCOC(=O)C1=CC=C(C(=O)O)C=C1)=O 4-[9-(1-octylnonoxy)-9-oxo-nonoxy]carbonylbenzoic acid